[N-](S(=O)(=O)C(F)(F)F)S(=O)(=O)C(F)(F)F.[N-](S(=O)(=O)C(F)(F)F)S(=O)(=O)C(F)(F)F.C(CCC)N1CN(C=C1)C 1-butyl-3-methylimidazole bis-trifluoromethanesulfonimide salt